NC1=NN2C(N=CC=C2)=C1C(=O)N[C@@H](C)C1=NC2=CC=CC(=C2C(N1C1=CC=CC=C1)=O)C#CC=1C=NN(C1C)C (S)-2-amino-N-(1-(5-((1,5-dimethyl-1H-pyrazol-4-yl)ethynyl)-4-oxo-3-phenyl-3,4-dihydroquinazolin-2-yl)ethyl)pyrazolo[1,5-a]pyrimidine-3-carboxamide